FC=1C(=CC2=C(C(NC=3CNC[C@@H](C23)N(C(=O)C=2NC3=CC(=CC(=C3C2)F)F)C)=O)C1)F |r| Racemic-N-(8,9-difluoro-6-oxo-1,2,3,4,5,6-hexahydrobenzo[c][1,7]naphthyridin-1-yl)-4,6-difluoro-N-methyl-1H-indole-2-carboxamide